C(C)NC(OC(N(C)[C@H](C(=O)N1C[C@@]2(C(NC(=N2)C2=CC=CC=C2)=O)C[C@H]1C(N)=O)CC(C)C)=O)=O 1-{[(2S)-1-[(5R,8S)-8-carbamoyl-4-oxo-2-phenyl-1,3,7-triazaspiro[4.4]non-1-en-7-yl]-4-methyl-1-oxopentan-2-yl](methyl)carbamoyl} ethylcarbamate